2-(4-((1H-indazol-5-yl)ethynyl)-[2,4'-bipyrimidine]-2'-yl)-2,3-dihydro-1H-pyrrolo[3,4-c]pyridin-6-ol N1N=CC2=CC(=CC=C12)C#CC1=NC(=NC=C1)C1=NC(=NC=C1)N1CC=2C=NC(=CC2C1)O